C(C)[Si](OC)(OC)CC1=CC=CC=C1 Ethyl-(benzyl)dimethoxysilane